C(C)C1=C(N=C2N1C=CC=C2NC2CCN(CC2)C)C#CCNC2=C(C=C(C=C2)S(=O)(=O)C)OC N-(3-ethyl-2-{3-[(4-methanesulfonyl-2-methoxyphenyl)amino]prop-1-yn-1-yl}imidazo[1,2-a]pyridin-8-yl)-1-methylpiperidin-4-amine